FC1([C@H](CN(C[C@H]1C)C(=O)OC(C)(C)C)OCCO)F tert-Butyl (3S,5R)-4,4-difluoro-3-(2-hydroxyethoxy)-5-methylpiperidine-1-carboxylate